3-[6-(3-methoxy-4-methyl-phenoxy)-3-pyridyl]-1H-imidazo[4,5-b]pyridin-2-one COC=1C=C(OC2=CC=C(C=N2)N2C(NC=3C2=NC=CC3)=O)C=CC1C